CN1N=C2N=CC(=CC2=C1)C1=CC=C2C(=N1)SC(=C2)C(=O)C2CCOCC2 (6-(2-methyl-2H-pyrazolo[3,4-b]pyridin-5-yl)thieno[2,3-b]pyridin-2-yl)(tetrahydro-2H-pyran-4-yl)methanone